Cl.C1(CCC(CC1)N)N cyclohexane-1,4-diamine HCl